[C@@H]1([C@@H](CCCC1)O)O trans-1,2-cyclohexandiol